6-(3-aminoprop-1-yn-1-yl)-N-(2,6-dioxopiperidin-3-yl)-N-methylpicolinamide NCC#CC1=CC=CC(=N1)C(=O)N(C)C1C(NC(CC1)=O)=O